FC1=CC(=C(CN2CC3(CN(C3)C(=O)OCCCC)C2)C=C1)C(F)(F)F butyl 6-(4-fluoro-2-(trifluoromethyl)benzyl)-2,6-diazaspiro[3.3]heptane-2-carboxylate